N-[3-(5,6-dichloro-1H-benzo[d]imidazol-2-yl)phenyl]-6-phenylpyridazin-3-amine ClC1=CC2=C(NC(=N2)C=2C=C(C=CC2)NC=2N=NC(=CC2)C2=CC=CC=C2)C=C1Cl